methyldiethanolamine distearate C(CCCCCCCCCCCCCCCCC)(=O)O.C(CCCCCCCCCCCCCCCCC)(=O)O.CN(CCO)CCO